1-amino-2-(3-hydroxy-2,6-dimethylphenyl)-5-methyl-2,6,7,8-tetrahydro-9H-2,3,8-triazabenzo[cd]azulen-9-one NC=1N(C2=C3C(CCNC(C13)=O)=C(C=N2)C)C2=C(C(=CC=C2C)O)C